4-(4-((1R,5S)-3,6-diazabicyclo[3.1.1]heptan-3-yl)-2-((2,2-difluorotetrahydro-1H-pyrrolizin-7a(5H)-yl)methoxy)-8-fluoroquinazolin-7-yl)naphthalen-2-ol [C@@H]12CN(C[C@@H](N1)C2)C2=NC(=NC1=C(C(=CC=C21)C2=CC(=CC1=CC=CC=C21)O)F)OCC21CCCN1CC(C2)(F)F